NC=1C(NC2=C3C=CC=NC3=C(C=C2C1C1=C2C=NNC2=C(C=C1)F)OC1CC2(COC2)C1)=O 3-amino-4-(7-fluoro-1H-indazol-4-yl)-6-(2-oxaspiro[3.3]heptan-6-yloxy)-1H-1,7-phenanthrolin-2-one